C(C)(C)(C)C=1C=C(CC2=C(C(=C(C(=C2C)CC2=CC(=C(C(=C2)C(C)(C)C)O)C(C)(C)C)C)CC2=CC(=C(C(=C2)C(C)(C)C)O)C(C)(C)C)C)C=C(C1O)C(C)(C)C 2,4,6-tris(3',5'-di-t-butyl-4'-hydroxybenzyl)mesitylene